C(C)(C)(C)OC(=O)NC(C)C=1NC2=CC(=C(C=C2C1)C)C(=O)OC Methyl 2-(1-((tert-butoxycarbonyl)amino)ethyl)-5-methyl-1H-indole-6-carboxylate